NC1CCC2(CCNCC2)CC1 9-amino-3-azaspiro[5.5]undecan